N-[4-(2,6-Dimethylphenyl)-6-indol-1-yl-pyrimidin-2-yl]-1-methyl-pyrazole-4-sulfonamide CC1=C(C(=CC=C1)C)C1=NC(=NC(=C1)N1C=CC2=CC=CC=C12)NS(=O)(=O)C=1C=NN(C1)C